4-(4,4,4-trifluorobutyl)-2-(trifluoromethyl)quinolin-5-ol FC(CCCC1=CC(=NC=2C=CC=C(C12)O)C(F)(F)F)(F)F